deoxy-2'-fluoro-5,6-dihydrouridine F[C@H]1[C@@H](O[C@@H]([C@H]1O)CO)N1C(=O)NC(=O)CC1